BrC1=NC=CC=C1CC#N 2-(2-bromopyridin-3-yl)acetonitrile